ClC1=CC=C(C=C1)C(=O)C1=CN=C2N1C=CC=C2 (4-chlorophenyl)(imidazo[1,2-a]pyridin-3-yl)methanone